ClC1=C(C(=O)N[C@H](C(=O)O)CNC(=O)N[C@@H]2CCC3=CC=CC=C23)C(=CC(=C1)C(NCC1=CC(=C(C=C1)Cl)Cl)=O)Cl (S)-2-(2,6-dichloro-4-(3,4-dichlorobenzylcarbamoyl)benzamido)-3-(3-((R)-2,3-dihydro-1H-inden-1-yl)ureido)propanoic acid